ClC1=CC=C(C(=N1)C(=O)NS(=O)(=O)C)N[C@H](C)C=1C=C(C=C2C(N(C(=NC12)N1CCC(CC1)C1=NN(C=C1F)C1COC1)C)=O)C (R)-6-chloro-3-((1-(2-(4-(4-fluoro-1-(oxetan-3-yl)-1H-pyrazol-3-yl)piperidin-1-yl)-3,6-dimethyl-4-oxo-3,4-dihydroquinazolin-8-yl)ethyl)amino)-N-(methylsulfonyl)picolinamide